[5-(cyclohexoxycarbonyl)-7,8-dihydro-6H-1,5-naphthyridin-3-yl]boronic acid C1(CCCCC1)OC(=O)N1C=2C=C(C=NC2CCC1)B(O)O